BrC1C(C2=C(C(=CC=C2C1)Cl)F)=O 2-bromo-6-chloro-7-fluoro-2,3-dihydro-1H-inden-1-one